1,7-bis(triethoxysilyl)-4,4-bis(dimethylphosphono)heptaneN C(C)O[Si](C=CCC(CCC[Si](OCC)(OCC)OCC)(P(=O)(OC)OC)P(=O)(OC)OC)(OCC)OCC